FC1=C(C=CC(=C1)OC1=CC(=NC=C1)C=1N=CSC1)NC(OC(C)(C)C)=O tert-butyl (2-fluoro-4-((2-(thiazol-4-yl) pyridin-4-yl)oxy)phenyl)carbamate